C1(CCC1)N1CC(CCC1)C(=O)C=1C=C2C=CC(=C(C2=CC1)CC#N)OC 2-(6-(1-cyclobutylpiperidine-3-carbonyl)-2-methoxynaphthalen-1-yl)acetonitrile